O=C1NC(CC[C@@H]1C1=CC(=C(C=C1)N1CCC(CC1)C=O)F)=O 1-[4-[(3R)-2,6-dioxo-3-piperidyl]-2-fluoro-phenyl]piperidine-4-carbaldehyde